2-methylhexyl-methanesulfonamide CC(CCS(=O)(=O)N)CCCC